C(#N)/C=C/C1=CC(=C(C(=C1)C)NC(OC)=O)C methyl (E)-(4-(2-cyanoethenyl)-2,6-dimethylphenyl)carbamate